ClC=1C=C(NC2(CCC3([C@H](CC4=CC=CC=C34)C[C@H](COC3=CC=NC=4CCC[C@H](C34)C)C)CC2)C(=O)O)C=CC1Cl (1r,2'S,4S)-4-(3,4-dichloroanilino)-2'-[(2R)-2-methyl-3-{[(5R)-5-methyl-5,6,7,8-tetrahydroquinolin-4-yl]oxy}propyl]-2',3'-dihydrospiro[cyclohexane-1,1'-indene]-4-carboxylic acid